3-(9-((4-((methylamino)methyl)phenyl)carbamoyl)-4,5-dihydrobenzo[b]thieno[2,3-d]oxepin-8-yl)-6-(propylcarbamoyl)picolinic acid CNCC1=CC=C(C=C1)NC(=O)C1=CC2=C(OCCC3=C2SC=C3)C=C1C=1C(=NC(=CC1)C(NCCC)=O)C(=O)O